N1CC(=CC=C1)[2H] 1,2-dihydropyridine-3-d